2-(4-fluorophenyl)-5-methyl-3-oxo-2,3-dihydropyridazine-4-carboxamide FC1=CC=C(C=C1)N1N=CC(=C(C1=O)C(=O)N)C